(S)-6-(1-amino-1,3-dihydrospiro[indene-2,4'-piperidin]-1'-yl)-3-(2,3-dichlorophenyl)-1H-pyrazolo[3,4-d]pyrimidine-4-carboxylic acid ethyl ester C(C)OC(=O)C1=C2C(=NC(=N1)N1CCC3(CC1)[C@@H](C1=CC=CC=C1C3)N)NN=C2C2=C(C(=CC=C2)Cl)Cl